2-[3-[(1S)-1-methyl-2-[[(R)-phenyl-[(3R)-1,2,3,4-tetrahydropyrido[2,3-b]pyrazin-3-yl]methyl]amino]ethyl]phenyl]acetic acid C[C@H](CN[C@@H]([C@H]1CNC2=C(N1)N=CC=C2)C2=CC=CC=C2)C=2C=C(C=CC2)CC(=O)O